C1(=CC(O)=CC(O)=C1)\C=C/C1=CC=C(O)C=C1 (Z)-resveratrol